CC([C@@H](C(NC)=O)NC(=O)C=1C=2C[C@@H]3[C@H](C2N(N1)C1=C(C=C(C=C1)F)Cl)C3)(C)C (1aR,5aR)-2-(2-Chloro-4-fluoro-phenyl)-1a,2,5,5a-tetrahydro-1H-2,3-diaza-cyclopropa[a]pentalene-4-carboxylic acid ((S)-2,2-dimethyl-1-methylcarbamoyl-propyl)-amide